C(C)(C)(C)OC(=O)N1C(CN(CC1)C1=CC=C2C(C(NC2=C1)=O)(C)C)(C)C.C(C)(=O)C=1C(=CC2=C(OCO2)C1)NC(CN1CCN(CC1)S(=O)(=O)C(C)C)=O N-(6-acetylbenzo[d][1,3]dioxol-5-yl)-2-(4-(isopropylsulfonyl)piperazin-1-yl)acetamide tert-butyl-4-(3,3-dimethyl-2-oxoindolin-6-yl)-2,2-dimethylpiperazine-1-carboxylate